FC(OC=1C=CC2=C(N(C(=N2)NC(CC(C)(C)C)=O)C2(CCC2)C)C1)F N-(6-(difluoromethoxy)-1-(1-methylcyclobutyl)-1H-benzo[d]imidazol-2-yl)-3,3-dimethylbutanamide